Pyridine-1-carboxylic acid 9H-fluoren-9-ylmethyl ester C1=CC=CC=2C3=CC=CC=C3C(C12)COC(=O)N1CC=CC=C1